ClC1=C(C#N)C=CC(=C1)S(=O)(=O)[C@H]1CN(C[C@@]1(CO)O)S(=O)(=O)C1=C(C=C(C=C1)C(F)(F)F)Cl 2-chloro-4-(((3s,4s)-1-((2-chloro-4-(trifluoromethyl)phenyl)sulfonyl)-4-hydroxy-4-(hydroxymethyl)pyrrolidin-3-yl)sulfonyl)benzonitrile